6-(3-methyl-1H-pyrazolo[3,4-b]pyridin-5-yl)-4-((1-phenylethyl)amino)quinoline-3-carbonitrile CC1=NNC2=NC=C(C=C21)C=2C=C1C(=C(C=NC1=CC2)C#N)NC(C)C2=CC=CC=C2